5-hydroxy-N,N,7-trimethyl-2-(pyrrolidin-1-yl)-1,6-naphthyridine-3-carboxamide OC1=C2C=C(C(=NC2=CC(=N1)C)N1CCCC1)C(=O)N(C)C